NC1=CC(=C(C(=O)OCC2=C(C=CC=C2)C)C=C1C)C 2-methylbenzyl 4-amino-2,5-dimethylbenzoate